Br[Si]1(C[SiH](CCC1)C)C 1-bromo-1,3-dimethyl-1,3-disilacyclohexane